1-hydroxypropane-1,1-diphosphonic acid OC(CC)(P(O)(=O)O)P(O)(=O)O